propionyl-sodium hydrate O.C(CC)(=O)[Na]